CCC(C(=O)OOP(=O)(OC1=CC=CC=C1)CO[C@@H](CN1C2=NC=NC(=C2N=C1)N)C)(C)C ((((((R)-1-(6-amino-9H-purin-9-yl) propan-2-yl) oxy) methyl) (phenoxy) phosphoryl) oxy) methylpivalate